FC1=CC=C(C=C1)N(C(=O)C=1C=CC=2N(C1)C(=CN2)C=2C=CC(=NC2)NC(OCC)=O)C ethyl N-[5-[6-[(4-fluorophenyl)-methyl-carbamoyl]imidazo[1,2-a]pyridin-3-yl]-2-pyridyl]carbamate